CN(C)C1=CC=C(C=C1)N p-aminodimethylaniline